CN(CCC(=O)NC1=NC=C(C=C1)C=1C=C2C(=C(NC2=CC1)C1=CC(=NC=C1)C)C(C)C)C 3-(dimethylamino)-N-(5-(3-isopropyl-2-(2-methylpyridin-4-yl)-1H-indol-5-yl)pyridin-2-yl)propionamide